2-chloro-5-(((E)-2-((E)-3-cyclohexyl-1-nitroallylidene)imidazolidin-1-yl)methyl)pyridine ClC1=NC=C(C=C1)CN1/C(/NCC1)=C(\C=C\C1CCCCC1)/[N+](=O)[O-]